6-[2-cyano-3-[[ethyl(methyl)sulfamoyl]amino]-6-fluoro-phenoxy]-4-oxo-3-(7-oxospiro[3.5]nonan-2-yl)quinazoline C(#N)C1=C(OC=2C=C3C(N(C=NC3=CC2)C2CC3(C2)CCC(CC3)=O)=O)C(=CC=C1NS(N(C)CC)(=O)=O)F